2-(4-cyano-2-methoxy-phenoxy)-5-(3,6-dihydro-2H-pyran-4-yl)-N-(3-methylsulfanylphenyl)pyridine-3-carboxamide C(#N)C1=CC(=C(OC2=NC=C(C=C2C(=O)NC2=CC(=CC=C2)SC)C=2CCOCC2)C=C1)OC